O[C@@H](CN1N=C(N=N1)CN1C=NC2=C(C1=O)C(=C(O2)C)C(=O)N)C2=CC=C(C=C2)C 3-({2-[(2R)-2-hydroxy-2-(4-methylphenyl)ethyl]-2H-1,2,3,4-tetrazol-5-yl}methyl)-6-methyl-4-oxo-3H,4H-furo[2,3-d]pyrimidine-5-carboxamide